C(C)(C)(C)OC(=O)N1CC(CC1)CNC(=O)C=1C=2C[C@@H]3[C@H](C2N(N1)C1=C(C=C(C=C1)F)F)C3 3-({[(1aR,5aR)-2-(2,4-Difluoro-phenyl)-1a,2,5,5a-tetrahydro-1H-2,3-diaza-cyclopropa[a]pentalene-4-carbonyl]-amino}-methyl)-pyrrolidine-1-carboxylic acid tert-butyl ester